CC=1C=NC=2C=C3C(=CC2N1)C1CNCC3C1 2-methyl-7,8,9,10-tetrahydro-6H-6,10-methanoazepino[4,5-g]quinoxaline